ClC1=C(C=CC=C1C1=CC=C(C(=N1)OC)CNC[C@H](CC(=O)O)O)C1=C(C(=CC=C1)NC=1C2=C(N=C(N1)C)C=CC=N2)C (S)-4-(((6-(2-chloro-2'-methyl-3'-((2-methylpyrido[3,2-d]pyrimidin-4-yl)amino)-[1,1'-biphenyl]-3-yl)-2-methoxypyridin-3-yl)methyl)amino)-3-hydroxybutyric acid